C1(CC1)CN([C@@H]1CN(CC1)[C@H]1CCCC([C@@H]1NC(=O)N1CCC(CC1)(C)C1=NOC(=N1)C1CC1)(F)F)C N-[(1R,6S)-6-{(3S)-3-[(cyclopropylmethyl)(methyl)amino]pyrrolidin-1-yl}-2,2-difluorocyclohexyl]-4-(5-cyclopropyl-1,2,4-oxadiazol-3-yl)-4-methylpiperidine-1-carboxamide